Cl.Cl.C(=O)(NN)NN carbonic dihydrazide, dihydrochloride